ClC1=NC(=C2C(=N1)N(N=C2)[C@H]2[C@@H]([C@@H]([C@H](O2)CO[C@@H](COC)P(O)(O)=O)O)O)NC2CCCC2 ((R)-1-(((2R,3S,4R,5R)-5-(6-chloro-4-(cyclopentylamino)-1H-pyrazolo[3,4-d]pyrimidin-1-yl)-3,4-dihydroxytetrahydro-furan-2-yl)methoxy)-2-methoxy-ethyl)phosphonic acid